1-Butyl-3-(3-triethoxysilylpropyl)imidazolium C(CCC)N1C=[N+](C=C1)CCC[Si](OCC)(OCC)OCC